C(=O)C=1C=CC(=C(CNC(OC(C)(C)C)=O)C1)O tert-butyl (5-formyl-2-hydroxybenzyl)carbamate